2-[3-(2-methoxypropan-2-yl)pyrazol-1-yl]benzonitrile COC(C)(C)C1=NN(C=C1)C1=C(C#N)C=CC=C1